FC1(CC(C1)[C@H](C=1C=C2C(=NC1)N(N=C2)C2=CC=C(C(=O)OC)C=C2)O)F |r| Racemic-methyl 4-[5-[(3,3-difluorocyclobutyl)-hydroxy-methyl]pyrazolo[3,4-b]pyridin-1-yl]benzoate